S(N)(=O)(=O)NCCC1CN(C1)C1=NC=NC2=CC(=C(C=C12)F)OC 4-(3-(2-sulfamoylaminoethyl)azetidine-1-yl)-6-fluoro-7-methoxyquinazoline